C1(=CC=C(C=C1)C1=NN(C=N1)S(=O)(=O)C1=CC=C(C=C1)C(=O)N1CCN(CC1)C1=C(C=CC=C1)OC)C1=CC=CC=C1 (4-((3-([1,1'-biphenyl]-4-yl)-1H-1,2,4-triazol-1-yl)sulfonyl)phenyl)(4-(2-methoxyphenyl)piperazin-1-yl)methanone